FC(C(=O)O)(F)F.CS(=O)(=O)C=1C=C(C=NC1)C1=CC(=NC=C1)C=1NC(=CN1)C(F)(F)F 5-(Methylsulfonyl)-2'-(5-(trifluoromethyl)-1H-imidazol-2-yl)-3,4'-bipyridine trifluoroacetate salt